3-(o-tolylamino)benzonitrile C1(=C(C=CC=C1)NC=1C=C(C#N)C=CC1)C